3-((12-(2,4,6-trifluorophenyl)dodec-11-yn-1-yl)thio)propyl hydrogen ((((R)-1-(6-amino-9H-purin-9-yl)propan-2-yl)oxy)methyl)phosphonate NC1=C2N=CN(C2=NC=N1)C[C@@H](C)OCP(OCCCSCCCCCCCCCCC#CC1=C(C=C(C=C1F)F)F)(O)=O